C(C=C)OCC1(COC(OC1)(C)C)C 5-((allyloxy)methyl)-2,2,5-trimethyl-1,3-dioxane